CC(C(C1=CC=CC=C1)(C)C)(C1=CC=CC=C1)C (E)-tetramethylbibenzyl